P(=O)(OC1=C2C(=CNC2=CC=C1)[C@H]1CN(CC1)C([2H])([2H])[2H])(O)O (S)-3-(1-(methyl-d3)pyrrolidin-3-yl)-1H-indol-4-yl dihydrogen phosphate